1-((3R)-3-(3-(4-(2-chloro-3-methoxyphenoxy)phenyl)-7-((tetrahydrofuran-3-yl)oxy)-1H-pyrazolo[4,3-c]pyridin-1-yl)piperidin-1-yl)prop-2-en-1-one ClC1=C(OC2=CC=C(C=C2)C2=NN(C3=C2C=NC=C3OC3COCC3)[C@H]3CN(CCC3)C(C=C)=O)C=CC=C1OC